C(C(C)C)(=O)N[C@H](C(=O)[O-])C(C)(C)S (R)-2-isobutyrylamino-3-mercapto-3-methylbutanoate